methyl (S)-1-(3-(5-amino-2-chloro-4-fluoro-3-methylbenzamido)-4-(3,4-dimethylpiperazin-1-yl)phenyl)-1H-1,2,3-triazole-4-carboxylate NC=1C(=C(C(=C(C(=O)NC=2C=C(C=CC2N2C[C@@H](N(CC2)C)C)N2N=NC(=C2)C(=O)OC)C1)Cl)C)F